1,3-diethyl-N-(3-methyl-oxetan-3-yl)-2,4-dioxoquinazoline-6-sulfonamide C(C)N1C(N(C(C2=CC(=CC=C12)S(=O)(=O)NC1(COC1)C)=O)CC)=O